N1(N=CC=C1)C=1C=C(CNC=2SC=C(N2)CN2CCOCC2)C=CC1 N-(3-(1H-pyrazol-1-yl)benzyl)-4-(morpholinomethyl)thiazol-2-amine